N[C@@H](CC1CNC(C=2C=C3C(=NC12)N(C(=N3)C=3N(C1=C(C=C(C=C1C3)F)OC(CC3=CN=CO3)C)CC3CC3)C)=O)CF ((S)-2-amino-3-fluoropropyl)-2-(1-(cyclopropylmethyl)-5-fluoro-7-((1-(oxazol-5-yl)propan-2-yl)oxy)-1H-indol-2-yl)-3-methyl-3,5,6,7-tetrahydro-8H-imidazo[4,5-b][1,6]naphthyridin-8-one